CC1=CC(=NC=C1C#N)N1C(OC(C1)CN1C[C@H](NCC1)C=1C(=C2COC(C2=CC1)=O)C)=O 4-methyl-6-(5-(((R)-3-(4-methyl-1-oxo-1,3-dihydroisobenzofuran-5-yl)piperazin-1-yl)methyl)-2-oxooxazolidin-3-yl)nicotinonitrile